FC1(C=CC1(F)F)F 3,3,4,4-tetrafluoro-cyclobutene